CC1=C(C=C(C=C1)NC=O)NC1=NC=CC(=N1)C=1C=NC=CC1 N-(4-methyl-3-((4-(pyridin-3-yl)pyrimidin-2-yl)amino)phenyl)formamide